methyl-phenyl-[4-(methylthio)biphenyl] sulfonium perchlorate Cl(=O)(=O)(=O)[O-].[SH3+].CC1=C(C=CC=C1)C1=C(C=CC(=C1)SC)C1=CC=CC=C1